C1(=CC=CC=C1)P(CCNC1CCCC=2C=CC(=NC12)C1=C(C=C(C=C1C(C)C)C(C)C)C(C)C)C1=CC=CC=C1 N-(2-(diphenylphosphino)ethyl)-2-(2,4,6-triisopropylphenyl)-5,6,7,8-tetrahydroquinolin-8-amine